NCCC[Si](OCCC)(OCCC)OCCC 3-aminopropyl-(tripropoxysilane)